5-(2-methoxy-7-methylquinoxalin-5-yl)-3-phenylisoxazole COC1=NC2=CC(=CC(=C2N=C1)C1=CC(=NO1)C1=CC=CC=C1)C